(1R,3S,5R)-2-(2-(3-acetyl-5-(2-methylpyrimidin-5-yl)-1H-indazol-1-yl)acetyl)-N-(6-chloro-3-((dimethylamino)-methyl)pyridin-2-yl)-5-methyl-2-azabicyclo[3.1.0]hexane-3-carboxamide C(C)(=O)C1=NN(C2=CC=C(C=C12)C=1C=NC(=NC1)C)CC(=O)N1[C@@H]2C[C@@]2(C[C@H]1C(=O)NC1=NC(=CC=C1CN(C)C)Cl)C